FC1=C(CC2=C(OCCN3CCN(CC3)C)C(=CC(=C2)C)C)C=CC=C1 (2-(2-(2-fluorobenzyl)-4,6-dimethylphenoxy)ethyl)-4-methylpiperazine